CN1CC(CCC1)CC=O 1-METHYL-3-PIPERIDINEACETALDEHYDE